ClC=1C(=C(CNC(=O)C=2N=CN(C2)C2=NC(=NC=C2C)NC2=C(C=C(C=C2)F)Cl)C=CC1)CO N-(3-chloro-2-(hydroxy-methyl)-benzyl)-1-(2-((2-chloro-4-fluoro-phenyl)amino)-5-methyl-pyrimidin-4-yl)-1H-imidazole-4-carboxamide